propylene methanedisulfonate C1S(=O)(=O)OCC(C)OS1(=O)=O